6-[2-cyano-3-[[ethyl(methyl)sulfamoyl]amino]-6-fluoro-phenoxy]-3-[(3R)-1-methyl-1,8-diazaspiro[4.5]decan-3-yl]-4-oxo-quinazoline C(#N)C1=C(OC=2C=C3C(N(C=NC3=CC2)[C@H]2CN(C3(C2)CCNCC3)C)=O)C(=CC=C1NS(N(C)CC)(=O)=O)F